rac-(1S,2S,3R,5R)-3-(6-chloropyridazin-3-yloxy)-2-fluoro-8-aza-bicyclo[3.2.1]octane ClC1=CC=C(N=N1)O[C@H]1[C@H]([C@@H]2CC[C@H](C1)N2)F |r|